((2S,3R,4R)-4-(4-(1,1-Difluoroethyl)benzyl)-2-(3,4-dimethoxyphenyl)tetrahydrofuran-3-yl)methanol FC(C)(F)C1=CC=C(C[C@@H]2[C@@H]([C@H](OC2)C2=CC(=C(C=C2)OC)OC)CO)C=C1